O[C@@H]1[C@@H](C[C@H]2C(C[C@H]3[C@@]4(CC[C@H]([C@@]([C@@H](CCC(C)(C)O)O)(C)O)[C@]4(CC[C@@H]3[C@]2(C1)C)C)O)=O)O (20r,22r)-2β,3β,14,20,22,25-hexahydroxy-5β-cholestan-6-one